C(CCC)(C(=O)O)(C(=O)O)C(=O)O butane-tricarboxylic acid